OC1=CC(=C2C=C(C(N(C2=C1)C)=O)C)C=1C=CC=C2C=C(N=CC12)C=1C=CC(=NC1)C(=O)OC Methyl 5-(8-(7-hydroxy-1,3-dimethyl-2-oxo-1,2-dihydroquinolin-5-yl)isoquinolin-3-yl)picolinate